C(C1=CC=CC=C1)(=O)[C@]([C@](C(=O)O)(O)C(C1=CC=CC=C1)=O)(O)C(=O)O.C(N)(O[C@H]1CN(CC[C@H]1C)CC1=CC=CC=C1)=O ((3r,4r)-1-benzyl-4-methylpiperidin-3-yl) carbamate dibenzoyl-L-tartrate